2-methacryloxy-4-oxatricyclo[4.2.1.03,7]nonan-5-one C(C(=C)C)(=O)OC1C2CC3C(C(OC13)=O)C2